methyl 3-(bicyclo[1.1.1]pentan-1-yl)-4-(trifluoromethyl)-1-(((trans)-2-(trifluoromethyl)cyclopropyl)methyl)-1H-pyrazole-5-carboxylate C12(CC(C1)C2)C2=NN(C(=C2C(F)(F)F)C(=O)OC)C[C@H]2[C@@H](C2)C(F)(F)F